(S)-4-(2-((3-aminopiperidin-1-yl)methyl)-1-methyl-5-(4-methylphenyl)-1H-pyrrolo[2,3-c]pyridin-4-yl)benzonitrile N[C@@H]1CN(CCC1)CC1=CC=2C(=CN=C(C2C2=CC=C(C#N)C=C2)C2=CC=C(C=C2)C)N1C